(1-(3-chloro-4-(trifluoromethyl)phenyl)pyrrolidin-3-yl)-2-fluorobenzoic acid ClC=1C=C(C=CC1C(F)(F)F)N1CC(CC1)C=1C(=C(C(=O)O)C=CC1)F